N-methacryloyl-oxyethylamine C(C(=C)C)(=O)ONCC